BrC=1C=C(C=CC1N1C=NC=C1)N(CCCCCCO)C1=C(C=CC(=C1)C=1C(=NOC1C)C)C 6-((3-bromo-4-(1H-imidazol-1-yl)phenyl)(5-(3,5-dimethylisoxazol-4-yl)-2-methylphenyl)amino)hexane-1-ol